1,5-dibenzamidoanthraquinone C(C1=CC=CC=C1)(=O)NC1=CC=CC=2C(C3=C(C=CC=C3C(C12)=O)NC(C1=CC=CC=C1)=O)=O